5-azido-5-deoxy-D-arabinofuranose N(=[N+]=[N-])C[C@@H]1[C@H]([C@@H](C(O)O1)O)O